pyrrolo[2,3-b]indole N1=CC=C2C1=NC1=CC=CC=C21